(S)-3-(4-(4-((20-azido-3,6,9,12,15,18-hexaoxaicosyl)oxy)naphthalen-1-yl)phenyl)-3-(2-(4-((4-methylpyridin-2-yl)amino)butanamido)acetamido)propanoic acid N(=[N+]=[N-])CCOCCOCCOCCOCCOCCOCCOC1=CC=C(C2=CC=CC=C12)C1=CC=C(C=C1)[C@H](CC(=O)O)NC(CNC(CCCNC1=NC=CC(=C1)C)=O)=O